C(C1=CC=CC=C1)OC1=CC(=C(C=C1OC)NC(=O)C=1C=NC2=CC=CC=C2C1)C=1N=NN(N1)C1=CC=C(C=C1)CCN1CC2=CC=NC=C2CC1 N-(4-(Benzyloxy)-2-(2-(4-(2-(3,4-dihydro-2,6-naphthyridin-2(1H)-yl)ethyl)phenyl)-2H-tetrazol-5-yl)-5-methoxyphenyl)quinoline-3-carboxamide